8-amino-2-methylisoquinolin-1(2H)-one NC=1C=CC=C2C=CN(C(C12)=O)C